FC=1C=C(C=CC1OC1=CC=NC2=CC=C(N=C12)OC)NC(=O)C1=CN(C(=C(C1=O)C1=CC=C(C=C1)F)CF)C N-[3-fluoro-4-[(6-methoxy-1,5-naphthyridin-4-yl)oxy]phenyl]-6-(fluoromethyl)-5-(4-fluorophenyl)-1-methyl-4-oxopyridine-3-carboxamide